ethyl-2-[[2-[2-(2,3-dioxoindol-1-yl)acetyl]oxyacetyl]-amino]-4-methyl-1,3-thiazole-5-carboxylate C(C)OC(=O)C1=C(N=C(S1)NC(COC(CN1C(C(C2=CC=CC=C12)=O)=O)=O)=O)C